BrC1=C(C(=C(C(C1=O)=O)Br)Br)Br tetrabromo-1,2-benzoquinone